5-((5-(4-Fluoro-3-methoxyphenyl)isoxazol-3-yl)methyl)-3-methyl-2-phEnylpyrimidin-4(3H)-one FC1=C(C=C(C=C1)C1=CC(=NO1)CC=1C(N(C(=NC1)C1=CC=CC=C1)C)=O)OC